6-tetrahydropyran-4-yl-7H-pyrrolo[3,4-b]Pyridin-5-one O1CCC(CC1)N1CC2=NC=CC=C2C1=O